(S)-2-((((9H-fluoren-9-yl)methoxy)carbonyl)amino)-4-(2-((tert-butoxycarbonyl)amino)thiazol-4-yl)butanoic acid C1=CC=CC=2C3=CC=CC=C3C(C12)COC(=O)N[C@H](C(=O)O)CCC=1N=C(SC1)NC(=O)OC(C)(C)C